2-Chloro-3-methoxy-6,7,8,9-tetrahydro-5H-benzo[7]annulene-1-carboxylic acid ClC1=C(C=C2C(CCCCC2)=C1C(=O)O)OC